N1C(=NC2=C1C=CC=C2)C2=CC(=NN2CC2=CC=C(C=C2)OC)NC(C2=CC(=C(C=C2)OCCO)OC)=O N-[5-(1H-benzimidazol-2-yl)-1-[(4-methoxyphenyl)methyl]pyrazol-3-yl]-4-(2-hydroxyethoxy)-3-methoxy-benzamide